3-(4-fluorophenyl)-N-(1-methyl-3-(o-tolyl)-1H-pyrazol-5-yl)quinoline-7-carboxamide FC1=CC=C(C=C1)C=1C=NC2=CC(=CC=C2C1)C(=O)NC1=CC(=NN1C)C1=C(C=CC=C1)C